7-amino-3-cyclopropyl-6-(3-methoxy-2,6-dimethylphenyl)-5-oxo-5,6-dihydro-1,6-naphthyridine-8-carboxylic acid ethyl ester C(C)OC(=O)C1=C(N(C(C=2C=C(C=NC12)C1CC1)=O)C1=C(C(=CC=C1C)OC)C)N